BrC=1C=CC(=NC1)CC(=O)OC(C)(C)C tert-butyl 2-(5-bromopyridin-2-yl)acetate